C(C)C1=C(C(=O)O)C=CC(=C1)N(C)C.C(C)OC(C1=CC=C(C=C1)N(C)C)=O 4-dimethylaminobenzoic acid ethyl ester (ethyl-4-dimethylaminobenzoate)